4-((2,6-difluorobenzyl)amino)-2-((1-(2-hydroxyethyl)-1H-pyrazol-4-yl)amino)pyrimidin-5-carboxamide FC1=C(CNC2=NC(=NC=C2C(=O)N)NC=2C=NN(C2)CCO)C(=CC=C1)F